N-(5-((6-((R)-3-(4-chloro-2-fluorophenyl)isoxazolidine-2-yl)pyrimidine-4-yl)amino)-4-methoxy-2-(4-methylpiperazine-1-yl)phenyl)acrylamide ClC1=CC(=C(C=C1)[C@@H]1N(OCC1)C1=CC(=NC=N1)NC=1C(=CC(=C(C1)NC(C=C)=O)N1CCN(CC1)C)OC)F